BrC1=C2C(=NC(=C1)Cl)C(=NN2)[N+](=O)[O-] 7-bromo-5-chloro-3-nitro-1H-pyrazolo[4,3-b]pyridine